4-trifluoromethyl-alpha-fluorocinnamic acid FC(C1=CC=C(C=C(C(=O)O)F)C=C1)(F)F